C(C)C(COC(CCC=1C=C(C2=C(C(C(O2)=O)C2=C(C(=CC=C2)C)C)C1)C(C)(C)C)=O)CCCC 2-ethylhexyl-3-(7-tert-butyl-3-(2,3-dimethylphenyl)-2-oxo-2,3-dihydrobenzofuran-5-yl)propanoate